6-cyano-8-methyl-4H-3,1-benzoxazin-4-one C(#N)C=1C=C(C2=C(C(OC=N2)=O)C1)C